1,4,8,11-tetraazacyclotetradecane-1,4,8,11-tetraacetate N1(CCN(CCCN(CCN(CCC1)CC(=O)[O-])CC(=O)[O-])CC(=O)[O-])CC(=O)[O-]